5-methyl-6-(2-methylphenyl)-4-phenylpyrimidine CC=1C(=NC=NC1C1=C(C=CC=C1)C)C1=CC=CC=C1